C(C)(C)C=1C(=CC(=NC1)NC1=NC(=NS1)C1=NC=CC(=C1)OC)C(F)(F)F N-(5-iso-propyl-4-(trifluoro-methyl)pyridin-2-yl)-3-(4-methoxy-pyridin-2-yl)-1,2,4-thiadiazol-5-amine